1-((2-methoxyethyl)sulfonyl)piperidin COCCS(=O)(=O)N1CCCCC1